3-(sec-butyl)-4-(3-morpholinoazetidine-1-carbonyl)-1,3,4,5-tetrahydro-2H-benzo[1,4]diazepin-2-one C(C)(CC)C1C(NC2=C(CN1C(=O)N1CC(C1)N1CCOCC1)C=CC=C2)=O